CC=1C=C(C=C(C1)C)N([C@@H](C)C(=O)NC1=C(C=CC=C1)SC1=CC=CC=C1)S(=O)(=O)C N2-(3,5-Dimethylphenyl)-N2-(methylsulfonyl)-N-[2-(phenylthio)phenyl]alaninamid